BrC=1C=CC(=C(C1)C#CCCC=O)F 5-(5-bromo-2-fluorophenyl)pent-4-ynal